N-(5-bromopyridin-3-yl)-2-(2-chlorophenyl)acetamide BrC=1C=C(C=NC1)NC(CC1=C(C=CC=C1)Cl)=O